C1(=CC=CC=C1)C1=NC=CC2=CC=CC=C12.C1(=CC=CC=C1)C1=NC=CC2=CC=CC=C12.[Ir+3] iridium(III) bis(phenylisoquinoline)